FC(C=1OC(=NN1)C1=CC(=C(C=C1)CN1N=NC(=C1)C1=C(C=C(C=C1)N1CCNCC1)F)F)F 2-(difluoromethyl)-5-(3-fluoro-4-((4-(2-fluoro-4-(piperazin-1-yl)phenyl)-1H-1,2,3-triazol-1-yl)methyl)phenyl)-1,3,4-oxadiazole